C(C)(C)(C)C1=CC=C(C(=O)P(C2=CC=CC=C2)(C2=CC=CC=C2)=O)C=C1 4-(tert-butyl)benzoyldiphenylphosphine oxide